CN1C(=O)NC=2NC(=O)N(C2C1=O)C 1,7-dimethyl-uric acid